2-(4-(((4-(4-Bromophenyl)-5-oxo-4,5-dihydro-1H-1,2,4-triazol-1-yl)meth-yl)thio)-2-chlorophenoxy)acetic acid BrC1=CC=C(C=C1)N1C=NN(C1=O)CSC1=CC(=C(OCC(=O)O)C=C1)Cl